FC=1C=C(C(=O)NC=2C=CC=C3C(N(N(C23)C2(CCCCC2)C)C(C2=CC(=CC(=C2)C(F)(F)F)F)=O)=O)C=C(C1)C(F)(F)F 3-fluoro-N-{2-[3-fluoro-5-(trifluoromethyl)benzoyl]-1-(1-methylcyclohexyl)-3-oxo-2,3-dihydro-1H-indazol-7-yl}-5-(trifluoromethyl)benzamide